3-hydroxy-N-(cis-3-(methyl(7H-pyrrolo[2,3-d]pyrimidin-4-yl)amino)cyclobutyl)propane-1-sulfonamide OCCCS(=O)(=O)N[C@@H]1C[C@@H](C1)N(C=1C2=C(N=CN1)NC=C2)C